ClC1=NC(=CC2=C1N=C(N=C2)SC)C 8-chloro-6-methyl-2-(methylthio)pyrido[3,4-d]Pyrimidine